tert-butyl 3-fluoro-4-methyl-pyrrolidine-1-carboxylate FC1CN(CC1C)C(=O)OC(C)(C)C